N[C@@H]1CN(CC[C@H]1F)C1=NC2=C(N1[C@H]1C(N(CC1)C)=O)C=C(C(=C2)F)F (R)-3-(2-((3R,4R)-3-Amino-4-fluoropiperidin-1-yl)-5,6-difluoro-1H-benzo[d]imidazol-1-yl)-1-methylpyrrolidin-2-on